N,N'-(3,6,9,12,15,18,21-heptaoxatricosane-1,23-diyl)bis(2-((S)-4-(4-chlorophenyl)-2,3,9-trimethyl-6H-thieno[3,2-f][1,2,4]triazolo[4,3-a][1,4]diazepin-6-yl)acetamide) C(COCCOCCOCCOCCOCCOCCOCCNC(C[C@H]1C=2N(C3=C(C(=N1)C1=CC=C(C=C1)Cl)C(=C(S3)C)C)C(=NN2)C)=O)NC(C[C@H]2C=3N(C1=C(C(=N2)C2=CC=C(C=C2)Cl)C(=C(S1)C)C)C(=NN3)C)=O